N1=C(N=CC=C1)O[C@H]1CN(C[C@@H]1OCC1=CC=C(C=C1)C(F)(F)F)C(=O)OC(C)(C)C tert-butyl (3S,4S)-3-(pyrimidin-2-yloxy)-4-((4-(trifluoromethyl)benzyl)oxy)pyrrolidine-1-carboxylate